C(C)(C)(C)OC(C[C@H](C(=O)O)C1=CC2=C(OC[C@]3(CCCC4=CC(=CC=C34)Cl)CN2CCCCC=C)C=C1)=O 4-(TERT-BUTOXY)-(2S)-2-((3S)-6'-CHLORO-5-(HEX-5-EN-1-YL)-3',4,4',5-TETRAHYDRO-2H,2'H-SPIRO[BENZO[B][1,4]OXAZEPINE-3,1'-NAPHTHALEN]-7-YL)-4-OXOBUTANOIC ACID